6-fluoro-5-[4-fluoro-3-(4,4,5,5-tetramethyl-1,3,2-dioxaborolan-2-yl)phenoxy]-4-vinyl-1H-indole FC1=C(C(=C2C=CNC2=C1)C=C)OC1=CC(=C(C=C1)F)B1OC(C(O1)(C)C)(C)C